ClC=1C=C2C(=C3C1NC(NC31CCCCC1)=O)OC(=N2)CN2CCOC1(CCCC1)C2 5-chloro-2-({6-oxa-9-azaspiro[4.5]decan-9-yl}methyl)-7,8-dihydro-6H-spiro[[1,3]oxazolo[5,4-f]quinazoline-9,1'-cyclohexan]-7-one